O[C@@H](C)[C@@H]1N(CCC1)C=1N=NC(=C(N1)C)C1=C(C=C(C=C1)C(F)(F)F)O 2-(3-((R)-2-((S)-1-hydroxyethyl)pyrrolidin-1-yl)-5-methyl-1,2,4-triazin-6-yl)-5-(trifluoromethyl)phenol